3,9,9-trimethyl-9,10-dihydroacridine CC=1C=CC=2C(C3=CC=CC=C3NC2C1)(C)C